The molecule is 2-Pyridone carrying as substituents a branched dimethylhexanoyl group, a hydroxy group and a 3,4-dihydroxyphenyl group at C-3, -4 and -5 respectively. Secondary metabolite produced by Aspergillus spp. It has a role as a fungal metabolite. It is a pyridone and a polyketide. CC[C@H](C)C[C@H](C)C(=O)C1=C(C(=CNC1=O)C2=CC(=C(C=C2)O)O)O